C(N)(=O)C1CCC(CC1)NC(OC(C)(C)C)=O tert-butyl ((1r,4r)-4-carbamoylcyclohexyl)carbamate